N-(4-(methylsulfonyl)benzyl)pyrimidin-2-amine CS(=O)(=O)C1=CC=C(CNC2=NC=CC=N2)C=C1